5-(2,5-dioxotetrahydro-3-furanyl)-3-methylcyclohexene-1,2-dicarboxylic anhydride O=C1OC(CC1C1CC(C2=C(C1)C(=O)OC2=O)C)=O